C(C)OC(CCCCCCCNC=1C(=C(C(=O)O)C=CC1)C)=O ((8-ethoxy-8-oxooctyl)amino)-2-methylbenzoic acid